Trans-2-[6-[3-(Difluoromethyl)-4-fluoro-phenyl]pyrazolo[4,3-b]pyridin-1-yl]-1-(3-fluoro-4-hydroxy-pyrrolidin-1-yl)ethanone FC(C=1C=C(C=CC1F)C=1C=C2C(=NC1)C=NN2CC(=O)N2C[C@H]([C@@H](C2)O)F)F